CN1C(N(CC1)[C@H]1CN(CCC1)C=1N=C(C(=NC1)C(=O)N)NC1=CC=C(C=C1)C1CCNCC1)=O (R)-5-(3-(3-methyl-2-oxoimidazolidin-1-yl)piperidin-1-yl)-3-((4-(piperidine-4-yl)phenyl)amino)pyrazine-2-carboxamide